N1(CCNCC1)C1=CC=2N=C3N(CCN=C3)C2N=C1 3-(piperazin-1-yl)-8,9-dihydropyrido[3',2':4,5]imidazo[1,2-a]pyrazin